5-(2-methoxypyridin-4-yl)-2-(5-(((3aR,5s,6aS)-octahydrocyclopenta[c]pyrrol-5-yl)thio)pyrazin-2-yl)phenol COC1=NC=CC(=C1)C=1C=CC(=C(C1)O)C1=NC=C(N=C1)SC1C[C@@H]2[C@@H](CNC2)C1